C12(CC3CC(CC(C1)C3)C2)CC(=O)OCCCCCCCOC2=C(C=C3C(=NC(=NC3=C2)C)N[C@H](C)C=2SC=C(C2)C2=C(C=CC=C2)CNC)OC 7-((6-methoxy-2-methyl-4-(((R)-1-(4-(2-((methylamino)methyl)phenyl)thiophen-2-yl)ethyl)amino)quinazolin-7-yl)oxy)heptyl 2-((3r,5r,7r)-adamantan-1-yl)acetate